N-((3-bromo-1H-pyrazol-5-yl)methyl)isothiazol-5-amine BrC1=NNC(=C1)CNC1=CC=NS1